3-[3-methyl-5-({4-[methyl({[(1r,4r)-4-aminocyclohexyl]methyl})amino]piperidin-1-yl}methyl)-2-oxo-1,3-benzodiazol-1-yl]piperidine-2,6-dione CN1C(N(C2=C1C=C(C=C2)CN2CCC(CC2)N(CC2CCC(CC2)N)C)C2C(NC(CC2)=O)=O)=O